O(C1=CC=CC=C1)CC1CN(CCC1)C=1N=NN(C1)C1=CC=CC=C1 3-(phenoxymethyl)-1-(1-phenyl-1H-1,2,3-triazol-4-yl)piperidine